(S)-4-(3-aminopiperidin-1-yl)-N-(2-(2-fluoro-6-methoxyphenyl)pyrimidin-4-yl)-6'-(piperidin-4-yl)-[3,3'-bipyridin]-6-amine N[C@@H]1CN(CCC1)C1=C(C=NC(=C1)NC1=NC(=NC=C1)C1=C(C=CC=C1OC)F)C=1C=NC(=CC1)C1CCNCC1